C1(CC1)[C@@H](C(F)(F)F)NC1=NC=CC(=C1)C(F)F (S)-N-(1-cyclopropyl-2,2,2-trifluoroethyl)-4-(difluoromethyl)pyridin-2-amine